8-(4-methoxyphenyl)-1H-phenalen-1-one COC1=CC=C(C=C1)C=1C=C2C=CC=C3C=CC(C(C1)=C32)=O